FC1=C(C(=CC(=C1)C(NC)=O)F)C=1N=C2N(C=CC(=C2)C)C1C[C@H]1CN(CCO1)C(=O)OC methyl (S)-2-((2-(2,6-difluoro-4-(methylcarbamoyl)phenyl)-7-methyl-imidazo[1,2-a]pyridin-3-yl)methyl)morpholine-4-carboxylate